ClC1=NC=CC=C1SC=1N=CC(=NC1)N1CCC2(CC1)[C@@H](C1=C(C=NC=C1)C2)N (S)-1'-(5-((2-chloropyridin-3-yl)thio)pyrazin-2-yl)-5,7-dihydrospiro[cyclopenta[c]pyridine-6,4'-piperidin]-5-amine